FC1=CC(=CC2=CN(N=C12)[C@H]1CCN(C2(CC2)C1)C)C=1C=C(C=2N(N1)C=C(N2)C)C 6-[7-fluoro-2-[(7S)-4-methyl-4-azaspiro[2.5]octan-7-yl]indazol-5-yl]-2,8-dimethyl-imidazo[1,2-b]pyridazine